1-((4AR,6R,7aS)-2-(2-fluoro-5-methoxybenzyloxy)-2-oxo-4H-furo[3,2-d][1,3,2]dioxaphosphorin-6-yl)-5-fluoropyrimidine-2,4(1H,3H)-dione FC1=C(COP2(OCC3=C(O2)C=C(O3)N3C(NC(C(=C3)F)=O)=O)=O)C=C(C=C1)OC